O1C(=CC=C1)C(CCCCCCC(=O)[O-])O 8-(furan-2-yl)-8-hydroxyoctanoate